C1(=CC=CC(=C1)C1=NOC2=C1C=CC=C2)C 3-(5-tolyl)benzo[d]isoxazole